1-(1-(6,7-Difluoro-1-oxo-1,2-dihydroisoquinolin-4-yl)ethyl)-3-(2-fluorophenyl)-1-methylurea FC=1C=C2C(=CNC(C2=CC1F)=O)C(C)N(C(=O)NC1=C(C=CC=C1)F)C